N-(4-fluorophenyl)-N-methyl-2-[(3R)-3-methylmorpholin-4-yl]-8-(1H-pyrazol-5-yl)-1,7-naphthyridin-4-amine FC1=CC=C(C=C1)N(C1=CC(=NC2=C(N=CC=C12)C1=CC=NN1)N1[C@@H](COCC1)C)C